2,3,4,5-tetra-n-butylfuran C(CCC)C=1OC(=C(C1CCCC)CCCC)CCCC